[Ta].[Sb].[Ag] silver-antimony-tantalum